6-[1-(Azetidin-3-yl)-5-methyl-1,2,3-triazol-4-yl]-4-isopropoxypyrazolo[1,5-a]pyridine-3-carbonitrile N1CC(C1)N1N=NC(=C1C)C=1C=C(C=2N(C1)N=CC2C#N)OC(C)C